C(C)[NH+](CC)CC.C(CC)(=O)[O-] propionic acid, triethylammonium salt